5-[3-[4-[3-(dimethylamino)prop-1-ynyl]-2-fluoro-phenoxy]propyl]thiazole-4-carboxylic acid methyl ester COC(=O)C=1N=CSC1CCCOC1=C(C=C(C=C1)C#CCN(C)C)F